COC(CC[C@@H](C)[C@H]1CC[C@H]2[C@@H]3CCC4CCCC[C@]4(C)[C@H]3CC[C@]12C)=O cholan-24-oic methylester